CC(C)(C)C1=C(C(=CC(=C1)C(C)(C)C)O)O 3,5-bis(1,1-dimethylethyl)-1,2-benzenediol